3-((3s,4r)-1-(2-chloro-4-fluorophenethyl)-3-((dimethylamino)methyl)-4-hydroxypiperidin-4-yl)benzonitrile ClC1=C(CCN2C[C@@H]([C@@](CC2)(O)C=2C=C(C#N)C=CC2)CN(C)C)C=CC(=C1)F